OCCCCCCCNC1=C2C(N(C(=NC2=CC=C1)C)C1C(NC(CC1)=O)=O)=O 3-(5-((7-hydroxyheptyl)amino)-2-methyl-4-oxoquinazolin-3(4H)-yl)piperidine-2,6-dione